(2-amino-2-oxo-1-(thiophen-2-yl)ethyl)-N-(1-(trifluoromethyl)cyclopropyl)propiolamide NC(C(C=1SC=CC1)C#CC(=O)NC1(CC1)C(F)(F)F)=O